C(C=C)N1C(CC(CC1)C1=C(C(=O)O)C=CC(=C1)Cl)=O (1-allyl-2-oxopiperidin-4-yl)-4-chlorobenzoic acid